ClC=1C=C2C(C(=CN(C2=CC1N1C(CC[C@@H]1COC1=NC=CC=C1)=O)C1(CC1)C)C(=O)O)=O (R)-6-chloro-1-(1-methylcyclopropyl)-4-oxo-7-(2-oxo-5-((pyridin-2-yloxy)methyl)pyrrolidin-1-yl)-1,4-dihydroquinoline-3-carboxylic acid